(Z)-tert-butyl (tert-butoxycarbonylamino)(2-(8-(3,4-dichlorophenylamino)-5H-pyrido[4,3-b]indol-5-yl)ethylamino)methylenecarbamate C(C)(C)(C)OC(=O)N\C(\NCCN1C2=C(C=3C=C(C=CC13)NC1=CC(=C(C=C1)Cl)Cl)C=NC=C2)=N/C(OC(C)(C)C)=O